N1=C(C=CC=C1)C(S\C(=C(\C)/N(C=O)CC=1C(=NC(=NC1)C)N)\CCOP(=O)(O)O)=O (Z)-S-(2-(N-((4-amino-2-methylpyrimidin-5-yl)methyl) formamido)-5-(phosphonooxy)pent-2-en-3-yl) pyridine-2-carbothioate